D-arginine monohydrochloride Cl.N[C@H](CCCNC(N)=N)C(=O)O